FC1=CC=C(C=C1)C1=NN(CCC1C1=CC=CC=C1)\C(\N=C(/N)\[Se]C)=N/S(=O)(=O)C1=CC=C(C=C1)C(F)(F)F methyl (E)-N'-((Z)-(3-(4-fluorophenyl)-4-phenyl-5,6-dihydropyridazin-1(4H)-yl)(((4-(trifluoromethyl)phenyl)sulfonyl)imino)methyl)carbamimidoselenoate